1-Iodohexan ICCCCCC